CS(=O)(=O)C1=C(C=CC=C1)C1=CC2=C(O[C@H](CN2S(=O)(=O)C2=CC(=CC=C2)C(F)(F)F)CCC(=O)O)C=C1 (S)-3-(6-(2-(methylsulfonyl)-phenyl)-4-((3-(trifluoromethyl)-phenyl)sulfonyl)-3,4-dihydro-2H-benzo[b][1,4]oxazin-2-yl)propanoic acid